FC(C=1C(=C(C=CC1)[C@@H](C)NC=1C2=C(N=CN1)N(C(C(=C2)C21CC(C2)(C1)NC(C)=O)=O)C)F)F N-[3-(4-{[(1R)-1-[3-(difluoromethyl)-2-fluorophenyl]ethyl]amino}-8-methyl-7-oxo-7H,8H-pyrido[2,3-d]pyrimidin-6-yl)bicyclo[1.1.1]pentan-1-yl]acetamide